2-METHOXY-6-PHENYLPYRIDINE-3-BORONIC ACID COC1=NC(=CC=C1B(O)O)C1=CC=CC=C1